C(C)(=S)OC=1SC(=NN1)OC(C)=S 2,5-dithioacetoxy-1,3,4-thiadiazole